8-({4-[1-cyclopropyl-4-(trifluoromethyl)imidazol-2-yl]phenyl}methyl)-2-(4-cyclopropyl-6-methoxypyrimidin-5-yl)-6-(pyridin-3-yl)pyrido[2,3-d]pyrimidin-7-one C1(CC1)N1C(=NC(=C1)C(F)(F)F)C1=CC=C(C=C1)CN1C(C(=CC2=C1N=C(N=C2)C=2C(=NC=NC2OC)C2CC2)C=2C=NC=CC2)=O